4'-Ethoxy-3-fluoro-1,1'-biphenyl C(C)OC1=CC=C(C=C1)C1=CC(=CC=C1)F